CC1=NC=C(C(=N1)N)COP(=O)([O-])OP(=O)([O-])[O-] The molecule is trianion of 4-amino-2-methyl-5-diphosphooxymethylpyrimidine arising from deprotonation of the diphosphate OH groups; major species at pH 7.3. It has a role as a Saccharomyces cerevisiae metabolite. It is a conjugate base of a 4-amino-2-methyl-5-diphosphooxymethylpyrimidine.